N1N=C(N=C1)NC=1N=CC2=C(N1)N1C(C(=C2)C=2C=C(C=CC2C)NC(C2=NC=CC(=C2)C(F)(F)F)=O)=NCC1 N-(3-(2-((1H-1,2,4-triazol-3-yl)amino)-8,9-dihydroimidazo[1',2':1,6]pyrido[2,3-d]pyrimidin-6-yl)-4-methylphenyl)-4-(trifluoromethyl)picolinamide